NCCCCOCC1=CC(=C(C=C1)CN1C=CC=2N=C(N=C(C21)NCCCCC)N)OC 5-({4-[(4-Aminobutoxy)methyl]-2-methoxyphenyl}methyl)-N4-pentyl-5H-pyrrolo[3,2-d]pyrimidine-2,4-diamine